2,4,8,10-tetraoxaspiro[5.5]undecane-3,9-dicarboxylic acid C1OC(OCC12COC(OC2)C(=O)O)C(=O)O